(E)-4-(Dimethylamino)-1-(4-((4-((6-methoxypyridin-3-yl)oxy)-3-methylphenyl)amino)-8,9-dihydro-5H-pyrimido[5',4':4,5]thieno[2,3-d]azepin-7(6H)-yl)but-2-en-1-one CN(C/C=C/C(=O)N1CCC2=C(CC1)C1=C(S2)N=CN=C1NC1=CC(=C(C=C1)OC=1C=NC(=CC1)OC)C)C